C1=C(C=CC2=CC=CC=C12)C1=NN(C=C1C=CC(=O)N)C1=CC=CC=C1 3-(3-(naphthalen-2-yl)-1-phenyl-1H-pyrazol-4-yl)acrylamide